NCCS(=O)(=O)[O-].[Mg+2].NCCS(=O)(=O)[O-] Magnesium taurat